OC(=O)CCCCCCCCC.OCC(O)CO.OCC(O)CO diglycerol monocaprate